1-(3-(3-oxo-3,4-dihydro-2H-benzo[b][1,4]oxazin-6-yl)-6-(4,4,4-trifluorobutyl)pyrazin-2-yl)piperidine-4-carboxylic acid O=C1NC2=C(OC1)C=CC(=C2)C=2C(=NC(=CN2)CCCC(F)(F)F)N2CCC(CC2)C(=O)O